2-(((tert-butyldimethylsilyl)oxy)methyl)-5,5-dimethyl-7-(4-morpholinophenyl)-4-(propylamino)-5,7-dihydro-6H-pyrrolo[2,3-d]pyrimidin-6-one [Si](C)(C)(C(C)(C)C)OCC=1N=C(C2=C(N1)N(C(C2(C)C)=O)C2=CC=C(C=C2)N2CCOCC2)NCCC